tert-Butyl (2S,4R)-2-((1H-1,2,3-triazol-1-yl)methyl)-4-(5-(2-cyclopropoxy-5-(trifluoromethoxy)phenyl)-1,3,4-oxadiazole-2-carboxamido)pyrrolidine-1-carboxylate N1(N=NC=C1)C[C@H]1N(C[C@@H](C1)NC(=O)C=1OC(=NN1)C1=C(C=CC(=C1)OC(F)(F)F)OC1CC1)C(=O)OC(C)(C)C